N-[4-(6-Fluoro-1,3-benzoxazol-2-yl)phenyl]-2,2-dimethylpropanamid FC1=CC2=C(N=C(O2)C2=CC=C(C=C2)NC(C(C)(C)C)=O)C=C1